FC(C)(F)C1=NC(=CC(=N1)NC1=CC(=NC=C1OC([2H])([2H])[2H])NC(C)=O)C(C)C N-(4-((2-(1,1-difluoroethyl)-6-isopropylpyrimidin-4-yl)amino)-5-(methoxy-d3)pyridin-2-yl)acetamide